(Z)-2-azido-3-[2-(4-pyridyl)thiazol-5-yl]prop-2-enoic acid ethyl ester C(C)OC(/C(=C/C1=CN=C(S1)C1=CC=NC=C1)/N=[N+]=[N-])=O